ClC1=C(C=C(C=C1)NC(=O)N1[C@H]2CC[C@@H]1CC=1N=C(N=CC12)C1=CC=CC=C1)C(F)(F)F (5S,8R)-N-(4-chloro-3-(trifluoromethyl)phenyl)-2-phenyl-6,7,8,9-tetrahydro-5H-5,8-epimino-cyclohepta[d]pyrimidine-10-carboxamide